dihydrospiro[cyclobutane-1,3'-pyrrolo[3,2-b]pyridin] N1CC2(C3=NC=CC=C31)CCC2